C(CCCCCCCCCCCCCCCCCCCC)C1=C2C=CC=CC2=CC=C1 5-heneicosylnaphthalene